1,1-bis(4-chlorophenyl)ethylene ClC1=CC=C(C=C1)C(=C)C1=CC=C(C=C1)Cl